CC(C)(COP(=O)(O)OP(=O)(O)OC[C@@H]1[C@H]([C@H]([C@@H](O1)N2C=NC3=C(N=CN=C32)N)O[C@H]4[C@@H]([C@@H]([C@H](O4)COP(=O)(O)O)O)O)O)[C@H](C(=O)NCCC(=O)NCCS)O The molecule is an adenosine 5'-phosphate derivative that has the structure of coenzyme A dephosphorylated at C-3' and with a 5''-phospho-D-ribosyl substituent at C-2'. It derives from a coenzyme A. It is a conjugate acid of a 2'-(5''-phosphoribosyl)-3'-dephospho-CoA(4-).